(tert-butyl 5-(4,4,5,5-tetramethyl-1,3,2-dioxaborolan-2-yl)-7-(trifluoromethyl) benzofuran-2-yl) methylcarbamate CNC(OC=1OC2=C(C1C(C)(C)C)C=C(C=C2C(F)(F)F)B2OC(C(O2)(C)C)(C)C)=O